N-(3'-(azetidin-1-yl)-6'-cyclobutyl-3-oxo-3H-spiro[isobenzofuran-1,9'-xanthen]-6-yl)-3-(2-((6-chlorohexyl)oxy)ethoxy)propanamide N1(CCC1)C=1C=CC=2C3(C4=CC=C(C=C4OC2C1)C1CCC1)OC(C1=CC=C(C=C13)NC(CCOCCOCCCCCCCl)=O)=O